COC1(CN(C1)CC1=CC=C(C=C1)NC1=NC=CC(=N1)NC1=NC(=NC=C1)C1=NC(=CC=C1)C)C N2-[4-[(3-methoxy-3-methyl-azetidin-1-yl)methyl]phenyl]-N4-[2-(6-methyl-2-pyridyl)pyrimidin-4-yl]pyrimidine-2,4-diamine